C(C1=CC=CC=C1)OC(=O)N[C@H](C(=O)ON1C(CCC1=O)=O)C(C)C 2,5-dioxopyrrolidin-1-yl (2S)-2-{[(benzyloxy)carbonyl]amino}-3-methylbutanoate